ClC=1C=CC2=C(C=C(O2)C(=O)NN2CCC(CC2)NCC(COC2=CC(=C(C=C2)Cl)F)O)C1 5-chloro-N-(4-((3-(4-chloro-3-fluorophenoxy)-2-hydroxypropyl)amino)piperidin-1-yl)benzofuran-2-carboxamide